N-(3-(2-(4-(2,3-Dichlorophenyl)piperazin-1-yl)ethyl)cyclobutyl)-3-methylisoxazole-5-carboxamide ClC1=C(C=CC=C1Cl)N1CCN(CC1)CCC1CC(C1)NC(=O)C1=CC(=NO1)C